N-methyl-1,2-benzisothiazol-3-one CN1SC2=C(C1=O)C=CC=C2